C(/C1=CC=CC=C1)=C/1\CN\C(\CN1)=C(\[2H])/C=1N=CNC1C(C)(C)C (3Z,6Z)-3-benzylidene-6-[(5-tert-butyl-1H-imidazole-4-yl)deuteromethylene]piperazine